Methyl (S)-2-((tert-butoxycarbonyl)amino)-3-(3-fluoro-4-hydroxyphenyl)-propanoate C(C)(C)(C)OC(=O)N[C@H](C(=O)OC)CC1=CC(=C(C=C1)O)F